4-(pyrazol-1-yl)-7-(4,4,5,5-tetramethyl-1,3,2-dioxaborolan-2-yl)-1H-indazole N1(N=CC=C1)C1=C2C=NNC2=C(C=C1)B1OC(C(O1)(C)C)(C)C